C1C2N3C(CCC3(C1)CO)CC2 (octahydro-2aH-pyrrolo[2,1,5-cd]pyrrolizin-2a-yl)methanol